1-(6-nitrobenzofuran-2-yl)ethanone [N+](=O)([O-])C1=CC2=C(C=C(O2)C(C)=O)C=C1